2-amino-5-cyano-N-(o-tolyl)benzamide tert-butyl-4-((6-cyano-2H-indazol-2-yl)(2-(ethoxycarbonyl)cyclopropyl)methyl)-5-methoxy-7-methyl-1H-indole-1-carboxylate C(C)(C)(C)OC(=O)N1C=CC2=C(C(=CC(=C12)C)OC)C(C1C(C1)C(=O)OCC)N1N=C2C=C(C=CC2=C1)C#N.NC1=C(C(=O)NC2=C(C=CC=C2)C)C=C(C=C1)C#N